1-(2-(3-oxopyrrolidin-1-yl)pyrimidin-4-yl)-3-(3-(pyrimidin-5-yl)phenyl)urea O=C1CN(CC1)C1=NC=CC(=N1)NC(=O)NC1=CC(=CC=C1)C=1C=NC=NC1